C(C)(C)(C)OC(=O)N1CC(C1)(F)COC(=O)N1CCC(CC1)NC1=NC(=NC=2N1N=CC2C(C)C)N[C@@H]2CNC(C2)=O (S)-4-((8-isopropyl-2-((5-oxopyrrolidin-3-yl)amino)pyrazolo[1,5-a][1,3,5]triazine-4-yl)amino)piperidine-1-carboxylic acid (1-(tert-butyloxycarbonyl)-3-fluoroazetidine-3-yl)methyl ester